tert-Butyl (3-(4-((6-((1,4-dioxan-2-yl)methoxy)-4-(benzyloxy)-3-ethylpyridin-2-yl)ethynyl)phenoxy)propyl)carbamate O1C(COCC1)COC1=CC(=C(C(=N1)C#CC1=CC=C(OCCCNC(OC(C)(C)C)=O)C=C1)CC)OCC1=CC=CC=C1